(4aS,6aR,9aS)-3-(6-((1-(4-(difluoromethyl)phenyl)-4-methyl-1H-1,2,3-triazol-5-yl)methoxy)pyridazin-3-yl)decahydrocyclopenta[e]pyrazino[1,2-a]pyrazin-5(1H)-one FC(C1=CC=C(C=C1)N1N=NC(=C1COC1=CC=C(N=N1)N1C[C@@H]2N([C@@H]3[C@H](NC2=O)CCC3)CC1)C)F